(S)-N-(4-nitro-2-Fluorophenethyl)-2-hydroxypropionamide [N+](=O)([O-])C1=CC(=C(CCNC([C@H](C)O)=O)C=C1)F